N1N=CC(=C1)NC(=O)C1CN(CCC1)C1=NC(=NC=C1)C1=CN=C2N1C=C(C(=C2)F)Cl 1-[2-(6-Chloro-7-fluoro-imidazo[1,2-a]pyridine-3-yl)-pyrimidin-4-yl]-piperidine-3-carboxylic acid (1H-pyrazol-4-yl)-amide